3-amino-4-((2-(methoxycarbonyl)phenyl)amino)-benzoic acid methyl ester COC(C1=CC(=C(C=C1)NC1=C(C=CC=C1)C(=O)OC)N)=O